1-(3-cyano-7-ethoxy-4-(phenylamino)quinolin-6-yl)-3-(1-ethylpiperidin-4-yl)urea C(#N)C=1C=NC2=CC(=C(C=C2C1NC1=CC=CC=C1)NC(=O)NC1CCN(CC1)CC)OCC